OB1OCC2=C1C=CC(=C2)S(=O)(=O)NC(NC2=C1CCCC1=CC=C2C2=CC(=NC=C2)OC)=O 1-hydroxy-N-((5-(2-methoxypyridin-4-yl)-2,3-dihydro-1H-inden-4-yl)carbamoyl)-1,3-dihydrobenzo[c][1,2]oxaborole-5-sulfonamide